FC=1C=C(C=CC1OC)C1=NN=C(O1)NC1=NC2=C(N1)C=CC=C2OC 5-(3-fluoro-4-methoxyphenyl)-N-(4-methoxy-1H-benzo[d]imidazol-2-yl)-1,3,4-oxadiazol-2-amine